O=C1NC(CCC1N1C(OC2=C1C=CC(=C2)C2CCN(CC2)C(=O)OC(C)(C)C)=O)=O tert-butyl 4-[3-(2,6-dioxo-3-piperidyl)-2-oxo-1,3-benzoxazol-6-yl]piperidine-1-carboxylate